tert-butyl 4-(4-bromo-2-fluoro-phenyl)-3,6-dihydro-2H-pyridine-1-carboxylate BrC1=CC(=C(C=C1)C=1CCN(CC1)C(=O)OC(C)(C)C)F